1-(3-(pyridin-4-yl)-1-((2-(trimethylsilyl)ethoxy)methyl)-1H-pyrazol-5-yl)-5,6-dihydropyridin-2(1H)-one N1=CC=C(C=C1)C1=NN(C(=C1)N1C(C=CCC1)=O)COCC[Si](C)(C)C